4-(2-((4-(4-((1-(5-((2,6-dioxopiperidin-3-yl)amino)pyridin-2-yl)piperidin-4-yl)methyl)piperazin-1-yl)phenyl)amino)pyrimidin-4-yl)-2-(methylbenzyl)-1H-1,2,3-triazole-4-carboxamide O=C1NC(CCC1NC=1C=CC(=NC1)N1CCC(CC1)CN1CCN(CC1)C1=CC=C(C=C1)NC1=NC=CC(=N1)C1(NN(NC1)C(C1=CC=CC=C1)C)C(=O)N)=O